FC1=C(C(=CC=C1OC)F)CNC(=O)C=1C(=NN(C1)CC1=CC=C(C=C1)CN1C(C=CC(=C1)F)=O)COC N-[(2,6-difluoro-3-methoxyphenyl)methyl]-1-({4-[(5-fluoro-2-oxopyridin-1-yl)methyl]phenyl}methyl)-3-(methoxymethyl)pyrazole-4-carboxamide